1-(2-diethylaminoethyl)silanetriol C(C)N(CC[Si](O)(O)O)CC